5-(2-((tert-butyldimethylsilyl)oxy)ethoxy)-2-chloropyrimidine [Si](C)(C)(C(C)(C)C)OCCOC=1C=NC(=NC1)Cl